1-(1-(8-fluoro-7-(8-fluoronaphthalen-1-yl)-2-((tetrahydro-1H-pyrrolizin-7a(5H)-yl)methoxy)pyrido[4,3-d]pyrimidin-4-yl)piperidin-3-yl)methanesulfonamide FC1=C(N=CC2=C1N=C(N=C2N2CC(CCC2)CS(=O)(=O)N)OCC21CCCN1CCC2)C2=CC=CC1=CC=CC(=C21)F